C(C1=CC=CC=C1)C=1N=C(SC1)NC(=O)C=1N(C=CC1)CCCC1=CC=NC=C1 N-(4-benzylthiazol-2-yl)-1-(3-(pyridin-4-yl)propyl)-1H-pyrrole-2-carboxamide